2-cyclohexene-1,2-dicarboxylic acid dipropyl ester C(CC)OC(=O)C1C(=CCCC1)C(=O)OCCC